OC(C)(C)C=1N=C(SC1)S(=O)(N)=NC(NC1=C2C(=CC=3CCCC13)CC2)=O 4-(2-Hydroxypropan-2-yl)-N'-((2,4,5,6-tetrahydro-1H-cyclobuta[f]inden-3-yl)carbamoyl)thiazole-2-sulfonimidamide